CC1=NN(C(=C1)N1CCNCC1)C1=CC=CC=C1 1-(3-methyl-1-phenyl-1H-pyrazol-5-yl)piperazine